2,3-dihydro-1,2,5-oxadiazole O1NCC=N1